C(#N)C(=C1C=C(OC(=C1)C=CC1=CC=C(C=C1)N(C)C)C)C#N 4-(dicyanomethylene)-2-methyl-6-(4-dimethylaminostyryl)-4H-pyran